COC(=O)C1=CSC=C1C#CCNC(=O)OC(C)(C)C 4-(3-((tert-butoxycarbonyl)amino)-1-propynyl)-3-thiophenecarboxylic acid methyl ester